(3-oxo-3,4-dihydropyrazin-2-yl)amine O=C1C(=NC=CN1)N